6-(dimethylamino)-1-methyl-1H-benzo[d]imidazol-2(3H)-one CN(C=1C=CC2=C(N(C(N2)=O)C)C1)C